trans-rac-7'-((1R,5R)-5-hydroxy-3,3-dimethylcyclohexyl)-2'-((3-methyl-1H-pyrazol-4-yl)amino)spiro[cyclopropane-1,5'-pyrrolo[2,3-d]pyrimidin]-6'(7'H)-one O[C@@H]1CC(C[C@H](C1)N1C(C2(C3=C1N=C(N=C3)NC=3C(=NNC3)C)CC2)=O)(C)C |r|